C(C)(C)(C)OC(NC1=C(C=C(C=C1)C(=O)N1CCC(CC1)(CCCCNC(=O)N1CC2=CC=CC=C2C1)O)OC(=O)OC(C)(C)C)=O tert-butyl(2-((tert-butoxycarbonyl)oxy)-4-(4-hydroxy-4-(4-(isoindoline-2-carboxamido)butyl)piperidine-1-carbonyl)phenyl)carbamate